C(#C)C=1C=NC=C(C1)N1CCC1 3-ethynyl-5-(azetidin-1-yl)pyridine